COC1=C(C=C2C(=NC=NC2=C1)C1=CC=C(C=C1)NC(CC1=CC=C(C=C1)C(F)(F)F)=O)OC1CNCC1 N-(4-(7-methoxy-6-(pyrrolidin-3-yloxy)quinazolin-4-yl)phenyl)-2-(4-(trifluoromethyl)phenyl)acetamide